2-(2-cyclopropyl-7-isopropyl-4-oxo-pyrazolo[1,5-d][1,2,4]triazin-5-yl)acetic acid C1(CC1)C1=NN2C(=NN(C(C2=C1)=O)CC(=O)O)C(C)C